tris(4-cyanatophenyl)phosphite O(C#N)C1=CC=C(C=C1)OP(OC1=CC=C(C=C1)OC#N)OC1=CC=C(C=C1)OC#N